tert-Butyl (S)-(2-oxo-2-(1-((chinolin-4-carbonyl)glycyl)pyrrolidin-2-yl)acetyl)glycinat O=C(C(=O)NCC(=O)OC(C)(C)C)[C@H]1N(CCC1)C(CNC(=O)C1=CC=NC2=CC=CC=C12)=O